FC(C1=NN=C(S1)N1C2=C(C3=CC=C(C=C13)S(=O)(=O)NC1(CC1)C)C(=NC=N2)N2C[C@H](N([C@H](C2)C)C(C(C)C)=O)C)F 9-(5-(Difluoromethyl)-1,3,4-thiadiazol-2-yl)-4-((3R,5S)-4-isobutyryl-3,5-dimethylpiperazin-1-yl)-N-(1-methylcyclopropyl)-9H-pyrimido[4,5-b]indole-7-sulfonamide